tert-butyl N-[6-chloro-2-(3-fluoropyridine-2-carbonyl)-3-pyridyl]carbamate ClC1=CC=C(C(=N1)C(=O)C1=NC=CC=C1F)NC(OC(C)(C)C)=O